tert-butyl 3-[4-[2-[[tert-butyl(dimethyl)silyl]oxymethyl]thieno[3,2-b]pyridin-7-yl]-6-chloro-1,1a,2,7b-tetrahydrocyclopropa[c]quinolin-3-yl]azetidine-1-carboxylate [Si](C)(C)(C(C)(C)C)OCC1=CC2=NC=CC(=C2S1)C1=CC(=CC=2C3C(CN(C12)C1CN(C1)C(=O)OC(C)(C)C)C3)Cl